6-chloro-N-[(2S)-2-hydroxy-4-(2-{[(1s,3R)-3-(trifluoromethoxy)cyclobutyl]oxy}acetamido)bicyclo[2.2.2]octan-1-yl]-4-methyl-3,4-dihydro-2H-1,4-benzoxazine-2-carboxamide ClC=1C=CC2=C(N(CC(O2)C(=O)NC23[C@H](CC(CC2)(CC3)NC(COC3CC(C3)OC(F)(F)F)=O)O)C)C1